N-(2-chloro-5-methoxyphenyl)-6-methoxy-2-methylpyridin-3-amine ClC1=C(C=C(C=C1)OC)NC=1C(=NC(=CC1)OC)C